FC=1C(=NC=CC1)SC=1C=2N(C=C(C1)C=1C=NN(C1C)C1CCC3(CCNC3)CC1)N=CC2C#N 4-((3-fluoropyridin-2-yl)thio)-6-(5-methyl-1-((5r,8r)-2-azaspiro[4.5]decan-8-yl)-1H-pyrazol-4-yl)pyrazolo[1,5-a]pyridine-3-carbonitrile